CC1=CC=C(C=C1)S(=O)(=O)OCC1CC2(CSC2)C1 (2-thiaspiro[3.3]heptane-6-yl)methyl 4-methylbenzenesulfonate